C(C1=CC=CC=C1)OCCCCCCCCCC(CCCCCCCCC)O[Si](C)(C)C(C)(C)C ((1-(benzyloxy)-nonadec-10-yl)oxy)(tert-butyl)dimethylsilane